FC(C(C)(O)C1=NOC(=C1)N1C(NC=2N=CNC2C1=O)=O)(F)F (3-(1,1,1-trifluoro-2-hydroxypropan-2-yl)isoxazol-5-yl)-1H-purine-2,6(3H,7H)-dione